3-(4-aminophenyl)-3-methylazetidin-2-one NC1=CC=C(C=C1)C1(C(NC1)=O)C